BrC=1C(=NC(=C(C(=O)OCC)C1)C)C ethyl 5-bromo-2,6-dimethylnicotinate